ClC1=C(C=CC(=C1)[N+](=O)[O-])NC(=O)C=1C=NC2=CC=CC=C2C1O N-(2-chloro-4-nitrophenyl)-4-hydroxyquinoline-3-carboxamide